ClC=1C=CC2=C(CC3(CC=4N2C(=NN4)[C@@H]4CN(CC4)CC4=NC=CC=C4)OCCO3)C1 8'-chloro-1'-[(3S)-1-(pyridin-2-ylmethyl)pyrrolidin-3-yl]-4'H,6'H-spiro[1,3-dioxolan-2,5'-[1,2,4]triazolo[4,3-a][1]benzazepine]